Pyrimidyl-chalcone N1=C(N=CC=C1)C1=C(C=CC=C1)\C=C\C(=O)C1=CC=CC=C1